N[C@@H]1C2=CC=CC=C2CC12CCN(CC2)C2=CN=C1C(=N2)NN=C1C(=C)C=1C=C(C=CC1)O (S)-3-(1-(6-(1-amino-1,3-dihydro-spiro[inden-2,4'-piperidin]-1'-yl)-1H-pyrazolo[3,4-b]pyrazin-3-yl)vinyl)phenol